(S)-2-amino-4-((2-(3-fluorophenoxy)benzyl)(2-((3-methoxybenzyl)oxy)benzyl)amino)butanoic acid N[C@H](C(=O)O)CCN(CC1=C(C=CC=C1)OCC1=CC(=CC=C1)OC)CC1=C(C=CC=C1)OC1=CC(=CC=C1)F